1,4-bis[(2-ethylhexyl)oxy]-1,4-dioxo-2-butanesulfonic acid C(C)C(COC(C(CC(=O)OCC(CCCC)CC)S(=O)(=O)O)=O)CCCC